2-(4-Methoxy-phenyl)-1H-benzo[d]imidazole COC1=CC=C(C=C1)C1=NC2=C(N1)C=CC=C2